1-((3s,4r)-1-(2-methoxyethyl)-4-phenylpyrrolidin-3-yl)-3-(2-phenyl-2,4,5,6-tetrahydropyrrolo[3,4-c]pyrazol-3-yl)urea dihydrochloride Cl.Cl.COCCN1C[C@H]([C@@H](C1)C1=CC=CC=C1)NC(=O)NC1=C2C(=NN1C1=CC=CC=C1)CNC2